6-(difluoromethyl)-3-(6-(piperidin-1-yl)pyrimidin-4-yl)imidazo[1,2-b]pyridazine FC(C=1C=CC=2N(N1)C(=CN2)C2=NC=NC(=C2)N2CCCCC2)F